2,3-Dimethyl-valeraldehyd CC(C=O)C(CC)C